COC1=C(C=C(C=C1)CC1(CC1)OC)[C@@H](C(=O)O)N1C[C@@H](CC1)OCCCCCC1=NC=2NCCCC2C=C1 (S)-2-(2-methoxy-5-((1-methoxycyclopropyl)methyl)phenyl)-2-((R)-3-((5-(5,6,7,8-tetrahydro-1,8-naphthyridin-2-yl)pentyl)oxy)pyrrolidin-1-yl)acetic acid